BrC1=NN(C(=N1)C(CCCCOC1OCCCC1)O)COC 1-(3-bromo-1-(methoxymethyl)-1H-1,2,4-triazol-5-yl)-5-((tetrahydro-2H-pyran-2-yl)oxy)pentan-1-ol